ClC=1C(=NC=C(C1)F)CC1CC2(CN(C2)C(=O)N2CC3(C2)NS(CC3)(=O)=O)C1 [6-[(3-chloro-5-fluoro-2-pyridyl)methyl]-2-azaspiro[3.3]heptan-2-yl]-(6,6-dioxo-6lambda6-thia-2,5-diazaspiro[3.4]octan-2-yl)methanone